N1(CCNCCC1)C1=CC=CC(=N1)C(=O)NCC=1SC=CN1 6-(1,4-Diazepan-1-yl)-N-(1,3-thiazol-2-ylmethyl)pyridine-2-carboxamide